(2E)-3-(4-methoxyphenyl)prop-2-enal COC1=CC=C(C=C1)/C=C/C=O